C(C)(C)(C)OC(NCC1=CC=C(C=C1)N1N=CC=2C(C1=O)=C(N(C2C)C2=CC(=CC=C2)OC)C)=O 4-(6-(3-methoxyphenyl)-5,7-dimethyl-1-oxo-1H-pyrrolo[3,4-d]pyridazin-2(6H)-yl)benzyl-carbamic acid tert-butyl ester